(3as,5s,6ar)-2-((R)-2-hydroxy-2-(5-hydroxypyridin-2-yl)ethyl)-5-phenoxyhexahydrocyclopenta[c]pyrrol O[C@H](CN1C[C@H]2[C@@H](C1)CC(C2)OC2=CC=CC=C2)C2=NC=C(C=C2)O